ClC1=C(C=CC=C1)[C@H](C(=O)NC1CC(C1)(F)F)N(C(=O)[C@@H]1N(C(CC1)=O)C1=NC=CC(=C1)C#N)C=1C=NC=C(C1)F (R)-N-((R)-1-(2-Chlorophenyl)-2-((3,3-difluorocyclobutyl)amino)-2-oxoethyl)-1-(4-cyanopyridin-2-yl)-N-(5-fluoropyridin-3-yl)-5-oxopyrrolidine-2-carboxamide